ClC=1C2=C(N=C(N1)C)N(C=C2)[C@@H]2C=C([C@H]1OC(O[C@H]12)(C)C)CO ((3aS,4R,6aR)-4-(4-chloro-2-methyl-7H-pyrrolo[2,3-d]pyrimidin-7-yl)-2,2-dimethyl-3a,6a-dihydro-4H-cyclopenta[d][1,3]dioxol-6-yl)methanol